OC(CCCCCCCCC(=O)[O-])CCCCCCCC 10-hydroxyoctadecanat